FC1=CC=C(C=C1)C1NCCNC1 2-(4-fluorophenyl)piperazine